FC=1C=C(C=CC1F)C=1NC(N(C1)C(=O)OC(C)(C)C)=O 1,1-dimethylethyl 4-(3,4-difluorophenyl)-2,3-dihydro-2-oxo-1H-imidazole-1-carboxylate